tri-(2-chloropropyl) phosphate P(=O)(OCC(C)Cl)(OCC(C)Cl)OCC(C)Cl